Cl.NC1CC(C1)C(=O)OCC=O 2-oxoethyl 3-aminocyclobutane-1-carboxylate hydrochloride